2'-((6-((tetrahydro-2H-pyran-4-yl)amino)pyrimidin-4-yl)amino)spiro[cyclohexane-1,4'-thieno[2,3-c]pyrrol]-6'(5'H)-one O1CCC(CC1)NC1=CC(=NC=N1)NC1=CC2=C(C(NC23CCCCC3)=O)S1